tert-Butyl (2S,3S)-2-methyl-3-((1-methylcyclopropyl) amino)pyrrolidine-1-carboxylate C[C@@H]1N(CC[C@@H]1NC1(CC1)C)C(=O)OC(C)(C)C